2-(2-adamantyl)-N-[2-[methoxy(phenyl)methyl]-1H-benzimidazol-5-yl]acetamide C12C(C3CC(CC(C1)C3)C2)CC(=O)NC2=CC3=C(NC(=N3)C(C3=CC=CC=C3)OC)C=C2